C1(CCCCC1)OC(C1=NC(=C(C(=C1Cl)N1C(C2=CC=CC=C2C1=O)=O)Cl)Cl)=O 3,5,6-trichloro-4-(1,3-dioxoisoindolin-2-yl)picolinic acid cyclohexyl ester